N-((5-cyclobutoxy-1H-indol-2-yl)methyl)-4-(2-((6-(isoxazol-4-yl)-1H-indazol-4-yl)oxy)ethoxy)butan-1-amine C1(CCC1)OC=1C=C2C=C(NC2=CC1)CNCCCCOCCOC1=C2C=NNC2=CC(=C1)C=1C=NOC1